FC(C(=O)O)(F)F.FC(C1=NN=C(O1)C=1C=CC(=NC1)CN1C(N(C2=CC(=CC=C2C1=O)C=1CCNCC1)C)=O)F 3-((5-(5-(difluoromethyl)-1,3,4-oxadiazole-2-yl)pyridine-2-yl)methyl)-1-methyl-7-(1,2,3,6-tetrahydropyridine-4-yl)quinazoline-2,4(1H,3H)-dione 2,2,2-trifluoroacetate